C1(CCCCC1)C1=C(C=C(C=C1C)O)O 4-cyclohexyl-5-methylbenzene-1,3-diol